C1(CC1)C1=CN=C(N=N1)N[C@@H]1C[C@H](CC1)NC1=CC=C(C=N1)N1N=CC=CC1=O 2-(6-(((1S,3S)-3-((6-Cyclopropyl-1,2,4-triazin-3-yl)amino)cyclopentyl)amino)pyridin-3-yl)pyridazin-3(2H)-one